[2H]C(C(=O)OC(C(C)(C)[2H])=O)(C)C 2-deuteroisobutyric anhydride